ClCC=1C=C(C(=NC1)OCC1=CC=C(C=C1)OC)OC 5-(chloromethyl)-3-methoxy-2-((4-methoxybenzyl)oxy)pyridine